2-docosyl-sn-glycero-3-phosphorylcholine C(CCCCCCCCCCCCCCCCCCCCC)O[C@H](CO)COP(=O)(O)OCC[N+](C)(C)C